bis(2-dimethylaminoethyl) ether CN(CCOCCN(C)C)C